(2-(5-fluoropyridin-3-yl)-2H-indazol-5-yl)(isopropyl)(methylimino)-λ6-sulfanone FC=1C=C(C=NC1)N1N=C2C=CC(=CC2=C1)S(=O)(=NC)C(C)C